2-(4-tert-butyl-benzenesulfonyl)p-benzoquinone tert-butyl-(3S,4S)-3-amino-4-(((tert-butyldimethylsilyl)oxy)methyl)pyrrolidine-1-carboxylate C(C)(C)(C)OC(=O)N1C[C@H]([C@H](C1)CO[Si](C)(C)C(C)(C)C)N.C(C)(C)(C)C1=CC=C(C=C1)S(=O)(=O)C=1C(C=CC(C1)=O)=O